CC1(N(CCC1)C(=O)C1=CC=C(C=C1)C1CC2=NC=CC(C2O1)C1=CC(=NC=C1)C(C)(C)O)C (2,2-dimethylpyrrolidin-1-yl)(4-(7-(2-(2-hydroxypropan-2-yl)pyridin-4-yl)-2,3,7,7a-tetrahydrofuro[3,2-b]pyridin-2-yl)phenyl)methanone